(2S)-4-({[(3S)-1-[(tert-butoxy)carbonyl]piperidin-3-yl]methyl}carbamoyl)-2-({[(9H-fluoren-9-yl)methoxy]carbonyl}amino)butanoic acid C(C)(C)(C)OC(=O)N1C[C@@H](CCC1)CNC(=O)CC[C@@H](C(=O)O)NC(=O)OCC1C2=CC=CC=C2C=2C=CC=CC12